(S)-4-(4-(1-(tert-butoxycarbonyl)pyrrolidin-2-yl)-6-chloroisoindoline-2-carboxamido)-1H-pyrazole-1-Carboxylic acid tert-butyl ester C(C)(C)(C)OC(=O)N1N=CC(=C1)NC(=O)N1CC2=CC(=CC(=C2C1)[C@H]1N(CCC1)C(=O)OC(C)(C)C)Cl